(S)-N-(2-methoxy-5-methylphenyl)-N-methylpyrrolidine-2-carboxamide COC1=C(C=C(C=C1)C)N(C(=O)[C@H]1NCCC1)C